[S].[S].[Cr] chromium disulfur